C(CCCCC(=O)OCCCCCCCCC)(=O)OCC(CO)CO 3-hydroxy-2-(hydroxymethyl)propyl nonyl adipate